FC(C=1C=C(C=CC1)C1=CC(=CC=C1)C(F)(F)F)(F)F 3,3'-bis(trifluoromethyl)biphenyl